Pentaerythritol tetrakis(3-tridecylthiopropionate) C(CCCCCCCCCCCC)CCC(=S)OCC(COC(CCCCCCCCCCCCCCC)=S)(COC(CCCCCCCCCCCCCCC)=S)COC(CCCCCCCCCCCCCCC)=S